(1S,3R)-1-(5-(1-Ethylpiperidin-4-yl)thiophen-2-yl)-2-(2-fluoro-2-methylpropyl)-3-methyl-2,3,4,9-tetrahydro-1H-pyrido[3,4-b]indole C(C)N1CCC(CC1)C1=CC=C(S1)[C@H]1N([C@@H](CC2=C1NC1=CC=CC=C21)C)CC(C)(C)F